1,4-diallyl-2-butene C(C=C)CC=CCCC=C